ClC1=C(C=CC(=C1)F)C#CC1CNC1 3-((2-chloro-4-fluorophenyl)ethynyl)azetidine